(1R,2S,5R)-1-amino-2-(((S)-2-amino-4-(methylthio)butanamido)methyl)-5-(2-boronoethyl)cyclohexane-1-carboxylic acid N[C@]1([C@@H](CC[C@H](C1)CCB(O)O)CNC([C@H](CCSC)N)=O)C(=O)O